FC1=CC=C2C(CC(C2=C1F)=C(C#N)C#N)=O 6,7-Difluoro(Dicyanomethylene)-3-indanone